N-((S)-1-(2-Methoxyphenyl)ethyl)-4-((R)-3-(3-(trifluoromethyl)phenoxy)pyrrolidin-1-yl)tetrahydro-2H-pyran-4-carboxamide, hydrochloride Cl.COC1=C(C=CC=C1)[C@H](C)NC(=O)C1(CCOCC1)N1C[C@@H](CC1)OC1=CC(=CC=C1)C(F)(F)F